C(C=C)(=O)OCC(C(C(=O)N1[C@@H](CCCC1)C(=O)O[C@H](CCN1CCOCC1)C=1C=C(C=CC1)NC(CCC(=O)O)=O)=O)(C)C 4-(3-((R)-1-((S)-1-(4-(acryloyloxy)-3,3-dimethyl-2-oxobutanoyl)piperidine-2-carbonyloxy)-3-morpholinopropyl)phenylamino)-4-oxobutanoic acid